C1=CC=CC=2C3=CC=CC=C3C(C12)COC(=O)N[C@H](C(=O)O)CC1=C(C=CC=C1)C(F)(F)F (2S)-2-(9H-fluoren-9-ylmethoxycarbonylamino)-3-[2-(trifluoromethyl)phenyl]propanoic acid